C(C)(C)(C)OC(=O)N1CC([C@@H](CC1)N[C@H](C)C1=CC=CC=C1)(F)F (4R)-3,3-difluoro-4-[[(1R)-1-phenylethyl]amino]piperidine-1-carboxylic acid tert-butyl ester